6-cyclopropyl-3-(6-fluoropyridin-3-yl)-2-(4-(4-methyl-4H-1,2,4-triazol-3-yl)piperazin-1-yl)benzonitrile C1(CC1)C1=CC=C(C(=C1C#N)N1CCN(CC1)C1=NN=CN1C)C=1C=NC(=CC1)F